[C+4].CN1C=[N+](C=C1)C 1,3-dimethylimidazolium carbon